NC=1C(=C(C(=O)OC)C=CC1I)F methyl 3-amino-2-fluoro-4-iodobenzoate